2-(2-pyridyldisulfanyl)ethanol N1=C(C=CC=C1)SSCCO